C(C)(C)O\N=C(/C)\C=1C(NC(NC1)=O)=O (E)-5-(1-(Isopropoxyimino)ethyl)pyrimidine-2,4(1H,3H)-dione